FC(C=1C=CC(=NC1)CC1CCC2(CNC2)CC1)(F)F 7-[[5-(trifluoro-methyl)-2-pyridyl]methyl]-2-azaspiro[3.5]nonane